[O-2].[Fe+2].[Zn+2].[O-2] zinc-iron-oxide